(2,5-dicarboxyphenyl)boric acid C(=O)(O)C1=C(C=C(C=C1)C(=O)O)OB(O)O